(E)-4-(9-ethyl-2-((2-methyl-2-(m-tolyl)hydrazineylidene)methyl)-8-(pyridin-4-yl)-9H-purin-6-yl)morpholine C(C)N1C2=NC(=NC(=C2N=C1C1=CC=NC=C1)N1CCOCC1)/C=N/N(C=1C=C(C=CC1)C)C